ClC=1C(=NC=CC1N)Cl 3-chloro-2-chloro-aminopyridine